1,5-dihydroxy-anthraquinone OC1=CC=CC=2C(C3=C(C=CC=C3C(C12)=O)O)=O